C12(C(=O)CC(CC1)C2(C)C)CS(=O)(=O)O.C(#N)C2CC(CC2)NC2=C(C(=O)NC1=NNC3=CN=C(C=C31)C3=C(C=CC=C3C)F)C=CC(=C2)N2CCN(CC2)C (3-cyanocyclopentylamino)-N-(5-(2-fluoro-6-methylphenyl)-1H-pyrazolo[3,4-c]pyridin-3-yl)-4-(4-methylpiperazin-1-yl)benzamide 10-camphorsulfonate